2-[1-[6-ethyl-5-(8-methylimidazo[1,2-a]pyridin-6-yl)-2-pyridyl]-4-piperidyl]-5-oxa-2,8-diazaspiro[3.5]nonane C(C)C1=C(C=CC(=N1)N1CCC(CC1)N1CC2(C1)OCCNC2)C=2C=C(C=1N(C2)C=CN1)C